C1=CC=CC=2C3=CC=CC=C3N(C12)C1=C(C=CC=C1)B(O)O 2-(9H-carbazole-9-yl)phenylboronic acid